(3-bromo-1H-pyrazolo[4,3-c]pyridin-6-yl)-(4-hydroxy-1-piperidyl)-methanone BrC1=NNC2=C1C=NC(=C2)C(=O)N2CCC(CC2)O